N-[3-chloro-4-(difluoromethoxy)-2-fluoro-phenyl]-6-[(1S,4S)-2,5-diazabicyclo[2.2.1]heptan-2-yl]-7-fluoro-pyrido[3,2-d]pyrimidin-4-amine ClC=1C(=C(C=CC1OC(F)F)NC=1C2=C(N=CN1)C=C(C(=N2)N2[C@@H]1CN[C@H](C2)C1)F)F